methyl 3-[(2,6-dichloropyrimidin-4-yl)sulfamoyl]benzoate ClC1=NC(=CC(=N1)NS(=O)(=O)C=1C=C(C(=O)OC)C=CC1)Cl